C(C1=CC=CC=C1)OC1=C(C=C(C[C@H]2C(OC[C@@H]2CC2=CC(=C(C=C2)OC)OC)=O)C=C1)OCCC1=CC=CC=C1 (3R,4R)-3-(4-(benzyloxy)-3-phenethyloxybenzyl)-4-(3,4-dimethoxybenzyl)dihydrofuran-2(3H)-one